ClC1=C(C=CC(=C1)OC1=CC=C(C=C1)Cl)C1(OCC(O1)C)C 2-[2-chloro-4-(4-chlorophenoxy)phenyl]-2,4-dimethyl-1,3-dioxolane